(S)-5-chloro-8-((4,5-dimethyl-4H-1,2,4-triazol-3-yl)methoxy)-1-((1,3-dioxoisoindolin-2-yl)methyl)-7-fluoro-3,4-dihydroisoquinoline-2(1H)-carboxylic acid tert-butyl ester C(C)(C)(C)OC(=O)N1[C@@H](C2=C(C(=CC(=C2CC1)Cl)F)OCC1=NN=C(N1C)C)CN1C(C2=CC=CC=C2C1=O)=O